3-((6-amino-5-chloropyridin-3-yl)ethynyl)-N-(3-(tert-butyl)-1-(quinolin-6-yl)-1H-pyrazol-5-yl)-4-methylbenzamide NC1=C(C=C(C=N1)C#CC=1C=C(C(=O)NC2=CC(=NN2C=2C=C3C=CC=NC3=CC2)C(C)(C)C)C=CC1C)Cl